CN([C@@H](C(C)C)C(=O)O)C(=O)[C@@H]1CN(CC1)S(=O)(=O)C1[N@](C1)C N-methyl-N-((S)-1-(((S)-1-methylaziridin-2-yl)sulfonyl)pyrrolidine-3-carbonyl)-L-valine